5-[1-[[3-chloro-5-(trifluoromethyl)benzoyl]amino]ethyl]-1-pyrimidin-2-yl-1,2,4-triazole-3-carboxylic acid methyl ester COC(=O)C1=NN(C(=N1)C(C)NC(C1=CC(=CC(=C1)C(F)(F)F)Cl)=O)C1=NC=CC=N1